C(C)(C)(C)OC(NCC1=CC=C(C=C1)NC=1C=NC(=NC1)N1CCC(CC1)C(F)(F)F)=O (4-((2-(4-(trifluoromethyl)piperidin-1-yl)pyrimidin-5-yl)amino)benzyl)carbamic acid tert-butyl ester